2-(2-chloro-6-methoxyphenyl)-N-[4-(4-chloro-1H-pyrazol-1-yl)-3-sulfamoylphenyl]acetamide ethyl-4-chloro-6-methyl-pyrazolo[1,5-a]pyrazine-2-carboxylate C(C)OC(=O)C1=NN2C(C(=NC(=C2)C)Cl)=C1.ClC1=C(C(=CC=C1)OC)CC(=O)NC1=CC(=C(C=C1)N1N=CC(=C1)Cl)S(N)(=O)=O